BrCC(CO[Si](C)(C)C(C)(C)C)=O 1-bromo-3-((tert-butyldimethylsilyl)oxy)propan-2-one